4-[3-[5-[[(1R)-1-[3-nitro-5-(trifluoromethyl)phenyl]ethyl]carbamoyl]-2-oxo-1-pyridinyl]phenyl]-3-oxo-piperazine-1-carboxylic acid tert-butyl ester C(C)(C)(C)OC(=O)N1CC(N(CC1)C1=CC(=CC=C1)N1C(C=CC(=C1)C(N[C@H](C)C1=CC(=CC(=C1)C(F)(F)F)[N+](=O)[O-])=O)=O)=O